N1N=NC(=C1)CCOC(C(=O)O)C 2-(2-(1H-1,2,3-triazol-4-yl)ethoxy)propionic acid